2-(4-[4-chloro-3-[([1-[4-(2-cyclopropoxyphenyl)pyridin-3-yl]cyclopropyl]amino)methyl]phenyl]-5-hydroxypentyl)-2,3-dihydro-1H-isoindole-1,3-dione ClC1=C(C=C(C=C1)C(CCCN1C(C2=CC=CC=C2C1=O)=O)CO)CNC1(CC1)C=1C=NC=CC1C1=C(C=CC=C1)OC1CC1